1-fluoro-2-butene-1,4-sultone FC1C=CCOS1(=O)=O